ClC1=C(C(=O)OC)C(=CC(=C1)N1CCOCC1)Cl methyl 2,6-dichloro-4-morpholinobenzoate